FC1=C(C=C(C=C1)Cl)NC(C1=CC=C(C=C1)O[C@H](C(=O)NC1=CC=C(C=C1)Cl)C)=O (S)-N-(2-fluoro-5-chlorophenyl)-4-((1-((4-chlorophenyl)amino)-1-oxopropan-2-yl)oxy)benzamide